ortho-nitrobenzene [N+](=O)([O-])C1=CC=CC=C1